C(C)(=O)O[C@H]1[C@H](N(C[C@@H]1OC(=O)OC(C)(C)C)C(=O)OC(C)(C)C)CC1=CC=C(C=C1)OC=1C=NC=CC1 tert-butyl (2R,3S,4S)-3-(acetyloxy)-4-[(tert-butoxycarbonyl)oxy]-2-{[4-(pyridin-3-yloxy)phenyl]methyl}pyrrolidine-1-carboxylate